C(C)N(C=1C=CC2=C(NC(=N2)C2=NNC3=CC=C(C=C23)N)C1)CC 3-(6-(diethylamino)-1H-benzimidazol-2-yl)-1H-indazol-5-amine